2-(3,3-Difluorocyclopentyl)-N-(4-(2-hydroxypropan-2-yl)thiazol-2-yl)-2-(4-(2-methyl-2H-tetrazol-5-yl)phenyl)acetamide FC1(CC(CC1)C(C(=O)NC=1SC=C(N1)C(C)(C)O)C1=CC=C(C=C1)C=1N=NN(N1)C)F